ClC=1N=C(C2=C(N1)NC=C2)O[C@H]2CNCC[C@H]2F 2-chloro-4-(((3S,4R)-4-fluoropiperidin-3-yl)oxy)-7H-pyrrolo[2,3-d]pyrimidine